Ketoisocaproic acid CC(C)CC(=O)C(=O)O